BrC=1C(=NN(C1C)C1CC2(CN(C2)C(=O)OCCCC)C1)C=1C=CC2=C(CC(O2)CO[Si](C)(C)C(C)(C)C)C1 butyl 6-(4-bromo-3-(2-(((tert-butyldimethylsilyl)oxy)methyl)-2,3-dihydrobenzofuran-5-yl)-5-methyl-1H-pyrazol-1-yl)-2-azaspiro[3.3]heptane-2-carboxylate